1-(cyclopropylmethyl)-7-(4-cyclopropylphenyl)-3-methyl-5-(2-methyl-2H-indazol-5-yl)-1,5-dihydro-6H-pyrazolo[4,3-c]pyridazin-6-one C1(CC1)CN1N=C(C2=NN(C(C(=C21)C2=CC=C(C=C2)C2CC2)=O)C2=CC1=CN(N=C1C=C2)C)C